(1-(3-(3-chloro-phenyl)-1H-pyrazolo[3,4-b]-pyrazin-6-yl)-4-methylpiperidin-4-yl)methanamine ClC=1C=C(C=CC1)C1=NNC2=NC(=CN=C21)N2CCC(CC2)(C)CN